(S)-3-Aminobutyronitrile hydrochloride Cl.N[C@H](CC#N)C